(3R,7S)-2-(4-chloro-3-(trifluoromethyl)benzoyl)-9-(1-(4-(cyclopropylsulfonyl)phenyl)ethaneYl)-7-(hydroxymethyl)-3-methyl-1,2,3,4,8,9-hexahydropyrido[4',3':3,4]Pyrazolo[1,5-a]Pyrazine ClC1=C(C=C(C(=O)N2CC3=C(NN4C3=CN(C[C@H]4CO)C(C)C4=CC=C(C=C4)S(=O)(=O)C4CC4)C[C@H]2C)C=C1)C(F)(F)F